C(#N)C(=CC=1C=C(OCCC(=O)N[C@@H](CCC2=CC=CC=C2)OB(O)O)C=CC1)C1=NC=CC=C1 (R)-(1-(3-(3-(2-cyano-2-(pyridin-2-yl)vinyl)phenoxy)propanamido)-3-phenylpropyl)Boric acid